4-Cyclopropyl-N-[(S)-(4,4-difluorocyclohexyl)-[7-[[(3S,5S)-2-oxo-5-(trifluoromethyl)pyrrolidin-3-yl]methyl]imidazo[1,2-b]pyridazin-2-yl]methyl]-1,2,5-oxadiazole-3-carboxamide C1(CC1)C=1C(=NON1)C(=O)N[C@H](C=1N=C2N(N=CC(=C2)C[C@@H]2C(N[C@@H](C2)C(F)(F)F)=O)C1)C1CCC(CC1)(F)F